1-((triisopropylsilyl)ethynyl)isoquinolin-6-yl pivalate C(C(C)(C)C)(=O)OC=1C=C2C=CN=C(C2=CC1)C#C[Si](C(C)C)(C(C)C)C(C)C